1,4-Diethyl 2-Methoxy-3-Oxobutanedioate COC(C(=O)OCC)C(C(=O)OCC)=O